5-chloro-2-[(2,6-difluoro-4-pyridinyl)amino]-N-spiro[3.4]octan-3-yl-thiazole-4-carboxamide ClC1=C(N=C(S1)NC1=CC(=NC(=C1)F)F)C(=O)NC1CCC12CCCC2